P(=O)(OC)(OC)OCC1=CC=CC=C1 Dimethyl benzyl phosphate